CS(=O)(=O)OCC1=C2C(=NC(=C1)C(NC1=CC(=CC=C1)C1(CC(C1)CC#N)C1=NN=CN1C)=O)C(CC2)(C)C (2-((3-((1s,3s)-3-(cyanomethyl)-1-(4-methyl-4H-1,2,4-triazol-3-yl)cyclobutyl)phenyl)carbamoyl)-7,7-dimethyl-6,7-dihydro-5H-cyclopenta[b]pyridin-4-yl)methyl methanesulfonate